BrC1=C(C=CC2=C1C=C(O2)C#CCNC(OC(C)(C)C)=O)F tert-butyl (3-(4-bromo-5-fluorobenzofuran-2-yl)prop-2-yn-1-yl)carbamate